OC1C(OCC1)C(CO)O 1-(3-hydroxytetrahydro-furan-2-yl)ethane-1,2-diol